3-(6-acetamido-3-pyridyl)-N-(6-cyano-3-pyridyl)-N-methyl-pyrazolo[1,5-a]pyridine-5-carboxamide C(C)(=O)NC1=CC=C(C=N1)C=1C=NN2C1C=C(C=C2)C(=O)N(C)C=2C=NC(=CC2)C#N